C(C)OC1=CC=NC=C1C=O 4-ETHOXYNICOTINALDEHYDE